ClC1=C(C=CC(=C1)F)C1=C(C(N(N=C1C1=C(C=C(C=C1)F)Cl)C)=O)C 5,6-bis(2-chloro-4-fluorophenyl)-2,4-dimethyl-3(2H)-pyridazinone